N-(4-(2-amino-3-(3-(1-isopropylpiperidin-4-yl)prop-1-ynyl)pyridin-4-yloxy)-3-fluorophenyl)-2-(4-fluorophenyl)-3-oxo-2,3-dihydropyridazine-4-carboxamide NC1=NC=CC(=C1C#CCC1CCN(CC1)C(C)C)OC1=C(C=C(C=C1)NC(=O)C=1C(N(N=CC1)C1=CC=C(C=C1)F)=O)F